Br[Mg]C1=CC=C(C=C1)Br bromo-(4-bromophenyl)magnesium